BrC=1C(=NC(=CC1)Cl)N1CC2(C1)CCOCC2 2-(3-Bromo-6-chloro-2-pyridyl)-7-oxa-2-azaspiro[3.5]nonane